BrC=1C=CC(=C2CCCC12)NC(C=C)=O N-(7-bromo-2,3-dihydro-1H-inden-4-yl)acrylamide